C(C)(C)(C)N1N=C(C=2C1=NC=NC2N)C=2NC1=CC=C(C=C1C2)C 1-tert-Butyl-3-(5-methyl-1H-indol-2-yl)pyrazolo[3,4-d]pyrimidin-4-amine